C(C)(C)(C)OC(=O)N[C@H]1CN(CCC1)C1=NC=C(C=N1)C(=O)[O-].[Na+] sodium (R)-2-(3-((tert-butoxycarbonyl)amino)piperidin-1-yl)pyrimidine-5-carboxylate